O1COC2=C1C=CC(=C2)C2=CC=CC=1C(=NSC12)NC1=C(C=C(CNCCO)C=C1)Cl 2-((4-((7-(benzo[d][1,3]dioxolan-5-yl)benzo[d]isothiazol-3-yl)amino)-3-chlorobenzyl)amino)ethan-1-ol